OC=1C(=NC=CC1OC)C(=O)N[C@@H](C)C(=O)O[C@@H](C)[C@@H](C(C)C)C1=CC(=C(C=C1)OC)F (2S,3S)-3-(3-fluoro-4-methoxyphenyl)-4-methylpentan-2-yl (3-hydroxy-4-methoxypicolinoyl)-L-alaninate